C(C1=CC=CC=C1)N[C@@H]1[C@@H](CCC1)O (1R,2S)-2-(benzylamino)cyclopentanol